C(CCC(=O)[O-])C/C(=C/C(=O)[O-])/C(=O)[O-] The molecule is a tricarboxylic acid trianion obtained by deprotonation of the three carboxy groups of cis-trihomoaconitic acid; major species at pH 7.3. It is a conjugate base of a cis-trihomoaconitic acid.